6-(6-chloro-1-cyclopropyl-7-fluoro-1H-pyrazolo[4,3-c]pyridin-3-yl)-3-azabicyclo[3.1.0]hexane-3-carboxylate ClC1=C(C2=C(C=N1)C(=NN2C2CC2)C2C1CN(CC21)C(=O)[O-])F